C1(CC1)C1=C(C(=NO1)C1=C(C=NC=C1Cl)Cl)C1=CC2(C1)CCN(CC2)C=2C=C1C(=CC(=NC1=CC2)C(=O)NS(=O)(=O)C)OC 6-(2-(5-cyclopropyl-3-(3,5-dichloropyridin-4-yl)isoxazol-4-yl)-7-azaspiro[3.5]non-1-en-7-yl)-4-methoxy-N-(methylsulfonyl)quinoline-2-carboxamide